C1(CC1)N1CC(CC1)N1C=NC=C1C(=O)[O-] 1-(cyclopropylpyrrolidin-3-yl)-1H-imidazole-5-carboxylate